(2-chloroethyl)-3-cyclohexyl-1-nitrosourea ClCCN(C(=O)NC1CCCCC1)N=O